3-Ethyldecan C(C)C(CC)CCCCCCC